FC(C(=O)O)(F)F.FC1=CN=CC2=C1N=CN=C2 8-fluoropyrido[4,3-d]pyrimidine trifluoroacetate